sodium oleate, pyridinium salt [NH+]1=CC=CC=C1.C(CCCCCCC\C=C/CCCCCCCC)(=O)[O-].[Na]